6-hydroxy-5-[(4-sulfophenyl)azo]-2-naphthalenesulfonic acid, trisodium salt [Na+].[Na+].[Na+].OC=1C(=C2C=CC(=CC2=CC1)S(=O)(=O)[O-])N=NC1=CC=C(C=C1)S(=O)(=O)[O-]